N1(CCOCC1)C1=NC(=NC(=C1)NCC1=CC=C(C=C1)S(=O)(=O)O)NC=1SC(=C(N1)C)C(=O)OCC 2-[[4-[4-Morpholinyl]-6-[[(4-(hydroxysulfonyl)phenyl)methyl]amino]-2-pyrimidinyl]amino]-4-methyl-5-thiazolecarboxylic acid, ethyl ester